Cl.NCC#CC=1C=C(C=CC1)N1N=C(C(C1=O)C(=O)NC1=CC(=CC=C1)C(C)(F)F)C 1-(3-(3-aminoprop-1-yn-1-yl)phenyl)-N-(3-(1,1-difluoroethyl)phenyl)-3-methyl-5-oxo-4,5-dihydro-1H-pyrazole-4-carboxamide hydrochloride